OCCOCCOCCNC(CCCCCCCCCCC)=O N-(2-(2-(2-hydroxyethoxy)ethoxy)ethyl)dodecanamide